C12CN(CC2C1)C1=CC=C(C=N1)CNC1=CC(=NC=N1)NC(=O)[C@@H]1[C@H](C1)C1=NC=CC(=N1)C |o1:23,24| (1S*,2S*)-N-(6-(((6-(3-azabicyclo[3.1.0]hexan-3-yl)pyridin-3-yl)methyl)amino)pyrimidin-4-yl)-2-(4-methylpyrimidin-2-yl)cyclopropane-1-carboxamide